Tert-butyl (R)-3-((S)-1-(tert-butoxy)-3-(3-(2-hydroxyethyl)phenyl)-1-oxopropan-2-yl)pyrrolidine-1-carboxylate C(C)(C)(C)OC([C@@H](CC1=CC(=CC=C1)CCO)[C@@H]1CN(CC1)C(=O)OC(C)(C)C)=O